NC=1SC2=NC(=CC=C2N1)C=1C=CC(=C(C1)NC(=O)N1OCC[C@H]1C1=CC=C(C=C1)F)C (S)-N-(5-(2-aminothiazolo[5,4-b]pyridin-5-yl)-2-methylphenyl)-3-(4-fluorophenyl)isoxazolidine-2-carboxamide